FC(O[C@H]1CC[C@H](CC1)NC1=NN2C(C=N1)=C(C=C2)C=2C=NC=1N(C2)C=CN1)F N-(cis-4-(difluoromethoxy)cyclohexyl)-5-(imidazo[1,2-a]pyrimidin-6-yl)pyrrolo[2,1-f][1,2,4]triazin-2-amine